N-(5-((5-chloro-4-(1-methyl-1H-indol-3-yl)pyrimidin-2-yl)amino)-2-(3-(dimethylamino)pyrrolidin-1-yl)phenyl)acetamide ClC=1C(=NC(=NC1)NC=1C=CC(=C(C1)NC(C)=O)N1CC(CC1)N(C)C)C1=CN(C2=CC=CC=C12)C